C1(CCCCC1)NC1=C(C=C(C=C1)S(=O)(=O)NC)C=1N=NN(N1)C=1C=NC=CC1 4-(cyclohexylamino)-N-methyl-3-(2-(pyridin-3-yl)-2H-tetrazol-5-yl)benzenesulfonamide